NC=1C2=C(N=CN1)N(C=C2C2=CC=C(C=1N2C=CN1)NC(=O)NC1=CC(=CC(=C1)C(F)(F)F)CN1CCN(CC1)C)C1CC1 1-(5-(4-amino-7-cyclopropyl-7H-pyrrolo[2,3-d]pyrimidin-5-yl)imidazo[1,2-a]pyridin-8-yl)-3-(3-((4-methylpiperazin-1-yl)methyl)-5-(trifluorometh-yl)phenyl)urea